4-(dimethylamino)benzoinaldehyde CN(C=1C=C(C(=CC1)C(=O)C(O)C1=CC=CC=C1)C=O)C